C(CCCCCCCCCCC)(=O)C(C(=O)[O-])(C)NC lauroylmethylaminopropionate